C(=O)(OC(C)(C)C)N([C@H](CC1=CC=C(C=C1)C1=CC=CC=C1)C(=O)O)C N-Boc-N-methyl-3-(biphenyl-4-yl)-D-alanine